3-(benzo[d]thiazol-6-yl)-N-(4-(6-(cyclopropylamino)-6-oxohexyl)-1-phenyl-1H-imidazol-2-yl)benzamide Icosyl-((S)-(perfluorophenoxy)(phenoxy)phosphoryl)-L-phenylalaninate C(CCCCCCCCCCCCCCCCCCC)N([C@@H](CC1=CC=CC=C1)C(=O)O)[P@](=O)(OC1=CC=CC=C1)OC1=C(C(=C(C(=C1F)F)F)F)F.S1C=NC2=C1C=C(C=C2)C=2C=C(C(=O)NC=1N(C=C(N1)CCCCCC(=O)NC1CC1)C1=CC=CC=C1)C=CC2